CC1(C(C(=CC2(CCOCC2)C1)C#N)=O)C 10,10-dimethyl-9-oxo-3-oxaspiro[5.5]undec-7-ene-8-carbonitrile